N-(3-fluoro-4-(1-methoxy-2-methylpropan-2-yl)phenyl)-2-(((3-hydroxy-1,2-oxazol-5-yl)acetyl)amino)-2-(4-(methoxymethyl)phenyl)acetamide FC=1C=C(C=CC1C(COC)(C)C)NC(C(C1=CC=C(C=C1)COC)NC(CC1=CC(=NO1)O)=O)=O